(triethylphosphine) gold (I) [Au+].C(C)P(CC)CC